C(C)N1N=CC(=C1)CC=1C(NC(=CC1)F)=O 3-[(1-ethyl-1H-pyrazol-4-yl)methyl]-6-fluoropyridin-2(1H)-one